N-(1-METHYL-1H-INDAZOL-7-YL)-[2,4'-BIPYRIDINE]-5-SULFONAMIDE CN1N=CC2=CC=CC(=C12)NS(=O)(=O)C=1C=CC(=NC1)C1=CC=NC=C1